4-bromo-2-isopropoxy-1-((2-(trimethylsilyl)ethoxy)methyl)-1H-imidazole BrC=1N=C(N(C1)COCC[Si](C)(C)C)OC(C)C